N1CNC2(C3=CC=CC=C13)CCNCC2 2',3'-dihydro-1'H-spiro[piperidine-4,4'-quinazolin]